ClC1=C(NC2=NSC3=C2C=CC=C3)C=CC=C1C1=CC=CC=3OCCOC31 3-(2-Chloro-3-(1,4-benzodioxan-5-yl)anilino)benzisothiazole